[Br-].C(CCC)[P+](CCCCCCCC)(CCCC)CCCC tributyl-n-octylphosphonium bromide